N-vinyl-isoxazole C(=C)N1OC=CC1